Anthracendiamine C=1(C(=CC=C2C=C3C=CC=CC3=CC12)N)N